BrC1=CC=CC(=N1)C1=CN=C2N1C=CC(=C2)OC(C)C 3-(6-bromo-2-pyridyl)-7-isopropoxy-imidazo[1,2-a]pyridine